tert-butyl 4-[7-chloro-3-(2-fluoro-6-methyl-phenyl)-2-oxo-4H-pyrimido[4,5-d]pyrimidin-1-yl]piperidine-1-carboxylate ClC1=NC=C2C(=N1)N(C(N(C2)C2=C(C=CC=C2C)F)=O)C2CCN(CC2)C(=O)OC(C)(C)C